NC=1SC(=CN1)C(=O)NC1=C(C=C(C(=C1)C(NC1=CC=C2C(=N1)CCOC2)=O)F)C 2-Amino-N-[5-(7,8-dihydro-5H-pyrano[4,3-b]pyridin-2-ylcarbamoyl)-4-fluoro-2-methylphenyl]-1,3-thiazole-5-carboxamide